(2R)-4-(6-fluoroquinoxalin-2-yl)-2-methylpiperazine-1-carbonyl chloride FC=1C=C2N=CC(=NC2=CC1)N1C[C@H](N(CC1)C(=O)Cl)C